methyl 5-{6-azaspiro[2.5]oct-4-en-5-yl}-6-(methylamino)pyridine-2-carboxylate C1CC12C=C(NCC2)C=2C=CC(=NC2NC)C(=O)OC